OC(CCC1=NNC(C2=CC=CC=C12)=O)C(N1CCN(CC1)C1=NC=C(C=N1)C(F)(F)F)=O 4-(3-hydroxy-4-oxo-4-(4-(5-(trifluoromethyl)pyrimidin-2-yl)piperazin-1-yl)butyl)phthalazin-1(2H)-one